N-((1r,3r)-3-(3-chloro-4-cyanophenoxy)-2,2,4,4-tetramethylcyclobutyl)-1-(4-(3-((2-(2,6-dioxopiperidin-3-yl)-1,3-dioxoisoindolin-5-yl)oxy)propyl)cyclohexyl)-1H-pyrazole-3-carboxamide ClC=1C=C(OC2C(C(C2(C)C)NC(=O)C2=NN(C=C2)C2CCC(CC2)CCCOC=2C=C3C(N(C(C3=CC2)=O)C2C(NC(CC2)=O)=O)=O)(C)C)C=CC1C#N